C(#N)C1=C(C=CC(=C1F)C(F)(F)F)N1CC[C@H](C2=CC(=CC(=C12)C#N)F)F |r| racemic-1-[2-cyano-3-fluoro-4-(trifluoromethyl)phenyl]4,6-difluoro-3,4-dihydro-2H-quinoline-8-carbonitrile